COC1=CC=C(C=C1)CNCC1=NC(=CN=C1)N1CCCCC1 1-(4-methoxyphenyl)-N-[[6-(1-piperidyl)pyrazin-2-yl]methyl]methanamine